1-(t-butyl) 4-ethyl 2-methyl (2S)-5-oxopyrrolidine-1,2,4-tricarboxylate O=C1C(C[C@H](N1C(=O)OC(C)(C)C)C(=O)OC)C(=O)OCC